CO[C@@H]1C[C@@H](NC1)C (2S,4R)-4-methoxy-2-methylpyrrolidine